1-N-(4-fluorophenyl)-1-N'-[2,3,5-trifluoro-4-[6-methyl-7-(1-methylpyrazol-4-yl)quinolin-4-yl]oxyphenyl]cyclopropane-1,1-dicarboxamide FC1=CC=C(C=C1)NC(=O)C1(CC1)C(=O)NC1=C(C(=C(C(=C1)F)OC1=CC=NC2=CC(=C(C=C12)C)C=1C=NN(C1)C)F)F